spiro[adamantane-2,3'-cyclobutane]-1'-one C1(CC2(C1)C1CC3CC(CC2C3)C1)=O